bromotriacetyl-xylose Br[C@@]([C@@]([C@](C(=O)C(C)=O)(O)C(C)=O)(O)C(C)=O)(O)CO